C(C1=CC=CC=C1)OC(=O)N1CCC(CC1)C1=NC2=NC=NC(=C2N1)Cl 4-(6-Chloro-7H-purin-8-yl)piperidine-1-carboxylic acid benzyl ester